(Z)-4-(2-ethyl-4-(3-(pyrrolidin-1-ylsulfonyl)phenyl)-1H-benzo[d]imidazol-1-yl)-3-fluorobut-2-en-1-amine C(C)C1=NC2=C(N1C/C(=C/CN)/F)C=CC=C2C2=CC(=CC=C2)S(=O)(=O)N2CCCC2